CC1=CC=C(C=C1)S(=O)(=O)OCCC1CCN(CC1)C1=CC=C(C=C1)C1C(NC(CC1)=O)=O 2-[1-[4-(2,6-dioxo-3-piperidyl)phenyl]-4-piperidyl]ethyl 4-methyl-benzenesulfonate